C(C1=CC=NC=C1)N(C)CC(=O)O isonicotinyl-sarcosine